N1(CCNCC1)C1=CC=CC2=C1C=CO2 4-(piperazine-1-yl)benzofuran